[Cl-].C(C)O[Zr+](OCC)OCC triethoxyzirconium chloride